benzyl 3-((4-((3-chloro-2-fluorophenyl)(3,4-dimethoxybenzyl)amino)-7-methoxyquinazolin-6-yl)amino)azetidine-1-carboxylate ClC=1C(=C(C=CC1)N(C1=NC=NC2=CC(=C(C=C12)NC1CN(C1)C(=O)OCC1=CC=CC=C1)OC)CC1=CC(=C(C=C1)OC)OC)F